5-methoxy-1-((2-(trimethylsilyl)ethoxy)methyl)-1H-indazole-3-carbaldehyde COC=1C=C2C(=NN(C2=CC1)COCC[Si](C)(C)C)C=O